C(C)(C)N1C(CCC2=CC=CC=C12)=O 1-isopropyl-3,4-dihydro-2(1H)-quinolinone